N[C@@H](CNC(CO[Si](C1=CC=CC=C1)(C1=CC=CC=C1)C(C)(C)C)C1=CC(=NC=C1)NC([C@H](C1CCC(CC1)C)NC(OC(C)(C)C)=O)=O)C(F)(F)F Tert-butyl ((1S)-2-((4-(1-(((S)-2-amino-3,3,3-trifluoropropyl)amino)-2-((tert-butyldiphenylsilyl)oxy)ethyl)pyridin-2-yl)amino)-1-((1r,4S)-4-methylcyclohexyl)-2-oxoethyl)carbamate